C(#N)CCN1C[C@@H]2[C@H](C1)CC(C2)NC2=C1C(=NC=C2C=2SC(=CN2)C(=O)NCC(C)O)NC=C1 2-(4-(((3aR,5s,6aS)-2-(2-cyanoethyl)octahydrocyclopenta[c]pyrrol-5-yl)amino)-1H-pyrrolo[2,3-b]pyridin-5-yl)-N-(2-hydroxypropyl)thiazole-5-carboxamide